C(C)(SCCN1N=NC(=C1)C(C)(C)NC(=O)C=1C=CC2=C(N=CO2)C1)=O S-2-(4-(2-(benzo[d]oxazole-5-carboxamido)propan-2-yl)-1H-1,2,3-triazol-1-yl)ethyl ethanethioate